OCCN1CCN(CC1)CC(=O)N 2-[4-(2-hydroxyethyl)piperazin-1-yl]acetamide